CC1=CC=C(C[C@@]2(NCCC2)C(=O)O)C=C1 α-(4-methyl-benzyl)-proline